(trifluoromethyl)-5-vinyl-aniline FC(F)(F)NC1=CC=CC(=C1)C=C